CC=1C(N(C2=CC=C(C=C2C1)B1OC(C(O1)(C)C)(C)C)COCC[Si](C)(C)C)=O 3-methyl-6-(4,4,5,5-tetramethyl-1,3,2-dioxaborolan-2-yl)-1-(2-trimethylsilylethoxymethyl)quinolin-2-one